3-(5-(dimethylamino)-6-methyl-1-oxoisoindolin-2-yl)piperidine-2,6-dione CN(C=1C=C2CN(C(C2=CC1C)=O)C1C(NC(CC1)=O)=O)C